1,3-propanedioxy-bis(ethylacetoacetate) C(CCOC(C(CC(=O)[O-])=O)CC)OC(C(CC(=O)[O-])=O)CC